3-ethoxy-2-((2-oxo-4-(o-tolyl)-2H-chromen-7-yl)oxy)propanamide C(C)OCC(C(=O)N)OC1=CC=C2C(=CC(OC2=C1)=O)C1=C(C=CC=C1)C